(R)-6-chloro-7-(2-(((3-chloropyridin-2-yl)oxy)methyl)pyrrolidin-1-yl)-4-oxo-1-(pyrazin-2-yl)-1,4-dihydro-1,8-naphthyridine-3-carboxylic acid ClC=1C=C2C(C(=CN(C2=NC1N1[C@H](CCC1)COC1=NC=CC=C1Cl)C1=NC=CN=C1)C(=O)O)=O